C(C1=CC=CC=C1)[N+]1(CCCCCC1)CC(=O)NC1=CC=C(C=C1)N(CCCC)C(=O)OC(C)(C)C 1-benzyl-1-(2-((4-((tert-butoxycarbonyl)(butyl)amino)phenyl)amino)-2-oxoethyl)azepan-1-ium